2'-(4,5-Dimethyl-1H-imidazol-2-yl)-3,4'-bipyridine-5-carboxylic acid HCl salt Cl.CC=1N=C(NC1C)C1=NC=CC(=C1)C=1C=NC=C(C1)C(=O)O